3,5-di-tertbutyl-4-hydroxyhydrocinnamat C(C)(C)(C)C=1C=C(CCC(=O)[O-])C=C(C1O)C(C)(C)C